9-(5-chloro-3-fluoropyridin-2-yl)-6-(4-(trifluoromethyl)-benzyl)-2-oxa-6,9-diazaspiro[4.5]decane-7,10-dione ClC=1C=C(C(=NC1)N1CC(N(C2(CCOC2)C1=O)CC1=CC=C(C=C1)C(F)(F)F)=O)F